(Z)-8-Bromooctanoic acid hex-3-en-1-yl ester C(CC=CCC)OC(CCCCCCCBr)=O